ClC1=NC(=CC(=C1C1=CC=NC=C1OC)C(=O)NC=1SC(=NN1)OC)N(C)C chloro-6-(dimethylamino)-5'-methoxy-N-(5-methoxy-1,3,4-thiadiazol-2-yl)-[3,4'-bipyridine]-4-carboxamide